(7R,14R)-1-(difluoromethoxy)-11-(4-((S or R)-1-(dimethylphosphoryl)ethyl)-3-fluorophenyl)-6-(methyl-d3)-6,7-dihydro-7,14-methanobenzo[f]benzo[4,5]imidazo[1,2-a][1,4]diazocin-5(14H)-one FC(OC1=CC=CC=2C(N([C@H]3C=4N([C@@H](C21)C3)C3=C(N4)C=CC(=C3)C3=CC(=C(C=C3)[C@H](C)P(=O)(C)C)F)C([2H])([2H])[2H])=O)F |o1:29|